C(#N)C=1C=C(C=NC1)C1=CC=C(C=C1)C(C)(C)NC(=O)NC1=CC=C2C(=N1)C(N(C2=O)C2C(NC(CC2)=O)=O)=O 1-(2-(4-(5-cyanopyridin-3-yl)phenyl)propan-2-yl)-3-(6-(2,6-dioxopiperidin-3-yl)-5,7-dioxo-6,7-dihydro-5H-pyrrolo[3,4-b]pyridin-2-yl)urea